C(C)OC(C)N1N=CC(=C1)C1=NNC2=NC=NC(=C21)N 3-(1-(1-ethoxyethyl)-1H-pyrazol-4-yl)-1H-pyrazolo[3,4-d]pyrimidin-4-amine